N-([1,1'-biphenyl]-4-yl)-2-(2-(methylsulfonamido)thiazol-4-yl)acetamide C1(=CC=C(C=C1)NC(CC=1N=C(SC1)NS(=O)(=O)C)=O)C1=CC=CC=C1